silver, citrate salt C(CC(O)(C(=O)[O-])CC(=O)[O-])(=O)[O-].[Ag+].[Ag+].[Ag+]